N1(N=NN=C1)C[C@H](C)OC1=C(C#N)C=CC(=C1)C=1C=NC(=NC1)NC=1C(=NN(C1)C1CCC(CC1)N1CCOCC1)OCCCC#N 2-(((S)-1-(1H-tetrazol-1-yl)propan-2-yl)oxy)-4-(2-((3-(3-cyanopropoxy)-1-((1r,4r)-4-morpholinocyclohexyl)-1H-pyrazol-4-yl)amino)pyrimidin-5-yl)benzonitrile